(2R,5R)-2-(1-(4-bromophenyl)-3-(4-fluorophenyl)-1H-pyrazol-4-yl)-5-methyl-3-(2-(2-oxo-2,3-dihydro-1H-benzo[d]imidazol-5-yl)ethyl)oxazolidin-4-one BrC1=CC=C(C=C1)N1N=C(C(=C1)[C@H]1O[C@@H](C(N1CCC1=CC2=C(NC(N2)=O)C=C1)=O)C)C1=CC=C(C=C1)F